3-phenylene diacetate C(C)(=O)OC1=C(C=CC=C1)OC(C)=O